C(C)N1C(CC(CC1(C)C)O)(C)C 1-ethyl-4-hydroxy-2,2,6,6-tetramethylpiperidine